C(C)(C)(C)OC(=O)N1CCC(CC1)N1CC2=CC=C(C=C2C1)Cl 4-(5-Chloroisoindolin-2-yl)piperidine-1-carboxylic acid tert-butyl ester